F[C@H]1CN(CC1)C1=CC=C(C=C1)C=1SC=2C=NCCC2N1 (R)-2-(4-(3-fluoropyrrolidin-1-yl)phenyl)-6,7-dihydrothiazolo[5,4-c]pyridin